3-(5-methyl-2-((2,2,2-trifluoroethoxy)methyl)phenyl)-4-oxothiazolidine CC=1C=CC(=C(C1)N1CSCC1=O)COCC(F)(F)F